2-(2-Chloro-6-methylpyridin-4-yl)propan-2-amine ClC1=NC(=CC(=C1)C(C)(C)N)C